C(C)(C)(C)[Si](C)(C)OCC=1SC(=C(N1)C)C1=NC(=NC=C1F)Cl tert-butyl-[[5-(2-chloro-5-fluoro-pyrimidin-4-yl)-4-methyl-thiazol-2-yl]methoxy]-dimethyl-silane